FC(OC[C@@H](C1=CC(=CC=C1)OC(F)F)NC(C[C@H](C1(CC1)C(F)(F)F)O)=O)F (R)-N-((R)-2-(Difluoromethoxy)-1-(3-(difluoromethoxy)phenyl)ethyl)-3-hydroxy-3-(1-(trifluoro-methyl)cyclopropyl)propanamid